(3S)-3-(3-bromo-4-methoxyphenyl)-3-(2-(4-((5-fluoro-1,4,5,6-tetrahydropyrimidin-2-yl)amino)-1H-indazole-6-carboxamido)acetamido)propanoic acid BrC=1C=C(C=CC1OC)[C@H](CC(=O)O)NC(CNC(=O)C1=CC(=C2C=NNC2=C1)NC=1NCC(CN1)F)=O